2-[2-bromo-5-[[4-(1-ethylpropylamino)-5-methyl-pyrimidin-2-yl]amino]phenyl]propan-2-ol BrC1=C(C=C(C=C1)NC1=NC=C(C(=N1)NC(CC)CC)C)C(C)(C)O